(1R,3R)-3-Isopropenyl-2,2-dimethylcyclobutylmethyl 3-methyl-3-butenoate CC(CC(=O)OC[C@H]1C([C@H](C1)C(=C)C)(C)C)=C